tert-Butyl N-(6-bromo-[1,2,4]triazolo[1,5-a]pyridin-2-yl)-N-tert-butoxycarbonyl-carbamate BrC=1C=CC=2N(C1)N=C(N2)N(C(OC(C)(C)C)=O)C(=O)OC(C)(C)C